N[C@@](CN1CC(C1)OC1=CC=C(C(=C1C(=O)O)O)[C@@]1(C)CB1)(C)C(=O)O 6-({1-[(2R)-2-amino-2-carboxypropyl]azetidin-3-yl}oxy)-3-[(1R,2S)-2-boranopropyl]-2-hydroxybenzoic acid